IC=1C(=NNC1)C(F)(F)F 4-iodo-3-(trifluoromethyl)-1H-pyrazole